ClC1=C(C=CC=C1)C1C(C1)C=1C=2N(N=C(C1)C=1C(NC(NC1)=O)=O)C=CN2 5-(8-(2-(2-chlorophenyl)cyclopropyl)imidazo[1,2-b]pyridazin-6-yl)pyrimidine-2,4(1H,3H)-dione